BrC=1C(=NN(C1NC(=O)N[C@@H]1CN(C[C@H]1C1=CC(=C(C=C1)F)F)CCOC)C1=CC=CC=C1)OCC(C)(C)O 1-(4-bromo-3-(2-hydroxy-2-methylpropoxy)-1-phenyl-1H-pyrazol-5-yl)-3-((3S,4R)-4-(3,4-difluorophenyl)-1-(2-methoxyethyl)pyrrolidin-3-yl)urea